O1CC(C1)N1C(=NC(=C1)C(F)(F)F)C1=CC=C(C=C1)CC=1C2=C(N=C(N1)C=1C(=NC=CC1)C(C)C)NC(C2)=O ([4-[1-(oxetan-3-yl)-4-(trifluoromethyl)-1H-imidazol-2-yl]phenyl]methyl)-2-[2-(propan-2-yl)pyridin-3-yl]-5H,6H,7H-pyrrolo[2,3-d]pyrimidin-6-one